1-Dodecyl-3-propylpyridinium triflat [O-]S(=O)(=O)C(F)(F)F.C(CCCCCCCCCCC)[N+]1=CC(=CC=C1)CCC